FC1=CC=C(C2=C1C=CO2)C(C)=O (4-fluorobenzofuran-7-yl)ethan-1-one